N-methyl-3-[2-[4-(trifluoromethyl)pyrimidin-2-yl]ethynyl]cyclobutanecarboxamide CNC(=O)C1CC(C1)C#CC1=NC=CC(=N1)C(F)(F)F